FC1N(C2=CC=CC=C2C12CCCC2)C(=O)C=2C=C1C=CNC1=CC2 fluoro-1'-(1H-indole-5-carbonyl)-1',2'-dihydrospiro[cyclopentane-1,3'-indol]